5-bromo-N-(1-phenylpyrrolidin-3-yl)pyrimidin-2-amine BrC=1C=NC(=NC1)NC1CN(CC1)C1=CC=CC=C1